Cl.CC1(CNC1)CS(=O)(=O)C 3-methyl-3-((methylsulfonyl)methyl)azetidine hydrochloride